NCSC1CC2CCC(C1)C2NC(OC(C)C)=O Isopropyl (3-aminomethylthiobicyclo[3.2.1]oct-8-yl)carbamate